C(C1=CC=CC=C1)(=O)OCCC1=CC=CC=C1 benzoic acid, 2-phenylethyl ester